6-chloro-n-propyl-3-(trifluoromethyl)-1-((2-(trimethylsilyl)ethoxy)methyl)-1H-pyrrolo[2,3-b]pyridin-4-amine ClC=1C=C(C2=C(N1)N(C(=C2C(F)(F)F)CCC)COCC[Si](C)(C)C)N